(1-(5-chloro-1-(4-(trifluoromethyl)phenyl)-1H-pyrazolo[4,3-b]pyridin-3-yl)pyrrolidin-3-yl)acrylamide ClC1=CC=C2C(=N1)C(=NN2C2=CC=C(C=C2)C(F)(F)F)N2CC(CC2)C(C(=O)N)=C